octadec-9,12-dien-1-yl-4-bromobutyrate C(CCCCCCCC=CCC=CCCCCC)OC(CCCBr)=O